(penta-indenyl)zirconium C1(C=CC2=CC=CC=C12)[Zr](C1C=CC2=CC=CC=C12)(C1C=CC2=CC=CC=C12)(C1C=CC2=CC=CC=C12)C1C=CC2=CC=CC=C12